FC1=CC=C(C=C1)N(C(OC1=C(C=C(C=C1C)C(F)(F)F)I)=O)C 2-iodo-6-methyl-4-(trifluoromethyl)phenyl (4-fluorophenyl)(methyl)carbamate